Methyl 1-((3-amino-6-bromopyridin-2-yl)methyl)-4-(4-cyanophenyl)-1H-pyrrole-2-carboxylate NC=1C(=NC(=CC1)Br)CN1C(=CC(=C1)C1=CC=C(C=C1)C#N)C(=O)OC